butyl p-toluenesulphonate CC1=CC=C(C=C1)S(=O)(=O)OCCCC